ClC1=C(C=CC=C1Br)NC1=NOC2=C1C=C(C=C2)C(OC)OC 3-(2-chloro-3-bromophenylamino)-5-dimethoxymethylbenzisoxazole